CNC1=CC(=CC=C1)C N,3-dimethyl-aniline